(R)-6-(2-amino-6-fluoro-5-(2-fluoro-4-(2-isopropylmorpholino)phenyl)pyridin-3-yl)-3,4-dihydroisoquinolin-1(2H)-one NC1=NC(=C(C=C1C=1C=C2CCNC(C2=CC1)=O)C1=C(C=C(C=C1)N1C[C@H](OCC1)C(C)C)F)F